Cl.CN(C)CC1CN(CCC1(C1=CC(=CC=C1)OC)O)C(=O)N[C@@H](C)C1=CC=CC=C1 3-((dimethylamino)methyl)-4-hydroxy-4-(3-methoxyphenyl)-N-((S)-1-phenylethyl)piperidine-1-carboxamide hydrochloride